COC(C#CC[C@H]1N(CCC1)C(=O)OC(C)(C)C)=O tert-butyl (S)-2-(4-methoxy-4-oxobut-2-yn-1-yl)pyrrolidine-1-carboxylate